N-(3-fluoro-4-((6-(3-morpholinopropoxy)quinolin-4-yl)oxy)phenyl)-5-(4-fluorophenyl)-6-oxo-2,3,5,6-tetrahydrofuro[3,2-c]pyridine-7-carboxamide FC=1C=C(C=CC1OC1=CC=NC2=CC=C(C=C12)OCCCN1CCOCC1)NC(=O)C1=C2C(=CN(C1=O)C1=CC=C(C=C1)F)CCO2